2,7-dibromo-4,4,9,9-tetrakis(4-octylphenyl)-4,9-dihydro-thieno[3',2':4,5]cyclopenta[1,2-b]thieno[2'',3'':3',4']cyclopenta[1',2':4,5]thieno[2,3-d]thiophene BrC1=CC=2C(C3=C(SC4=C3SC3=C4C(C4=C3SC(=C4)Br)(C4=CC=C(C=C4)CCCCCCCC)C4=CC=C(C=C4)CCCCCCCC)C2S1)(C1=CC=C(C=C1)CCCCCCCC)C1=CC=C(C=C1)CCCCCCCC